O[C@@]1([C@@H](CC[C@H](C1)C)C(C)C)C(=O)O (1S,2S,5R)-1-hydroxy-2-isopropyl-5-methyl-cyclohexanecarboxylic acid